(S)-N-((1-(4-chloropyridin-2-yl)-1H-1,2,3-triazol-4-yl)methyl)-2-(4-(methylsulfonyl)phenyl)thiazole-4-carboxamide ClC1=CC(=NC=C1)N1N=NC(=C1)CNC(=O)C=1N=C(SC1)C1=CC=C(C=C1)S(=O)(=O)C